NC[C@H](CC=1C=C(C(=O)NC)C=CC1Cl)N(C)C (S)-3-(3-amino-2-(dimethylamino)propyl)-4-chloro-N-methylbenzamide